ClC1=C(OC2=C(C=C(C=C2)N2C(CCCC2=O)=O)C2=CN(C3=C(N=CC=C32)OC)C)C=CC(=C1)OC 1-(4-(2-chloro-4-methoxyphenoxy)-3-(7-methoxy-1-methyl-1H-pyrrolo[2,3-c]pyridin-3-yl)phenyl)piperidine-2,6-dione